3-(1-cyano-1-methyl-ethyl)-N-[1-[3-(2-pyridyl)pyrazin-2-yl]ethyl]-5-(trifluoromethyl)benzamide C(#N)C(C)(C)C=1C=C(C(=O)NC(C)C2=NC=CN=C2C2=NC=CC=C2)C=C(C1)C(F)(F)F